CC1=C(C=C(OCCNC(OC(C)(C)C)=O)C=C1)C(NC1(CC1)C1=CC=CC2=CC=CC=C12)=O tert-butyl (2-(4-methyl-3-((1-(naphthalen-1-yl)cyclopropyl)carbamoyl)phenoxy)ethyl)carbamate